FC(C1=CC2=C(C=C1)C1=NC=CC=C1O2)(F)F 7-(trifluoromethyl)benzofuro[3,2-b]pyridine